7-methyl-1-((3-((1R,5S,6R)-3-(5-methylpyridin-2-yl)-3-azabicyclo[3.1.0]hex-6-yl)-1,2,4-oxadiazol-5-yl)methyl)-1,7-dihydro-6H-purin-6-one CN1C=NC=2N=CN(C(C12)=O)CC1=NC(=NO1)C1[C@H]2CN(C[C@@H]12)C1=NC=C(C=C1)C